OCC(C(=O)O[Li])C1=C(C=CC=C1)OCCOC lithio 3-hydroxy-2-[2-(2-methoxyethoxy)phenyl]propanoate